rac-(3R,4S)-3-(4-chlorophenyl)-4-fluoro-pyrrolidine-1-carboxylic acid benzyl ester C(C1=CC=CC=C1)OC(=O)N1C[C@H]([C@@H](C1)F)C1=CC=C(C=C1)Cl |r|